{2-[(tert-butoxycarbonyl)amino]-1,3-thiazol-4-yl}(difluoro)acetic acid ethyl ester C(C)OC(C(F)(F)C=1N=C(SC1)NC(=O)OC(C)(C)C)=O